1-((1R,5S)-6-(6-fluoro-2-((tetrahydro-1H-pyrrolizin-7a(5H)-yl)methoxy)-7-(5,6,7,8-tetrahydronaphthalen-1-yl)quinazolin-4-yl)-2,6-diazabicyclo[3.2.0]hept-2-yl)prop-2-en-1-one FC=1C=C2C(=NC(=NC2=CC1C1=CC=CC=2CCCCC12)OCC12CCCN2CCC1)N1[C@H]2CCN([C@@H]2C1)C(C=C)=O